C(C1=CC=CC=C1)(=O)OCCC(CO[Si](C)(C)C(C)(C)C)O [4-[tert-butyl (dimethyl) silyl] oxy-3-hydroxy-butyl] benzoate